(1S,3S,5S)-2-((4-methoxybutyryl)glycyl)-5-methyl-2-azabicyclo-[3.1.0]hexane-3-carboxamide COCCCC(=O)NCC(=O)N1[C@H]2C[C@]2(C[C@H]1C(=O)N)C